methyl 2-(5-(2-aminoethyl)-1-(4-isopropylphenyl)-1H-pyrazol-3-yl)acetate trifluoroacetate salt FC(C(=O)O)(F)F.NCCC1=CC(=NN1C1=CC=C(C=C1)C(C)C)CC(=O)OC